OC1=C(C(N(C(=C1)C)C)=O)NC(N[C@@H](CC(=O)OCC)C=1C=C(C=C(C1)OC)C1=CC(=CC=C1)OC(F)(F)F)=O Ethyl (S)-3-(3-(4-Hydroxy-1,6-dimethyl-2-oxo-1,2-dihydropyridin-3-yl)ureido)-3-(5-methoxy-3'-(trifluoromethoxy)biphenyl-3-yl)propanoat